C(C1=CC=CC=C1)OCC#CC1(CN(CCOC1)C(=O)OC(C)(C)C)O Tert-butyl 6-(3-(benzyloxy)prop-1-yn-1-yl)-6-hydroxy-1,4-oxazepane-4-carboxylate